(S)-3-methoxy-N-(1-(pyridin-2-yl)ethyl)-1-(4-(trifluoromethyl)piperidin-1-yl)isoquinoline-6-carboxamide COC=1N=C(C2=CC=C(C=C2C1)C(=O)N[C@@H](C)C1=NC=CC=C1)N1CCC(CC1)C(F)(F)F